2-(2-oxoazepan-1-yl)octadecanoic acid O=C1N(CCCCC1)C(C(=O)O)CCCCCCCCCCCCCCCC